COC1=C(NC2=NC=C(C(=N2)NCCCN2C(CCCC2)=O)C(F)(F)F)C=CC(=C1)C(=O)N1CCOCC1 1-[3-[[2-[2-Methoxy-4-(morpholine-4-carbonyl)anilino]-5-(trifluoromethyl)pyrimidin-4-yl]amino]propyl]piperidin-2-one